C[C@@H]1[C@@H](N(C2CC1C2)C(=O)C=2C=C(C#N)C=CC2N2N=CC=N2)CNC=2SC1=NC=CC=C1N2 |o1:1,2| 3-[(3R,4S) or (3S,4R)-4-methyl-3-[({[1,3]thiazolo[5,4-b]pyridin-2-yl}amino)methyl]-2-azabicyclo[3.1.1]heptane-2-carbonyl]-4-(2H-1,2,3-triazol-2-yl)benzonitrile